ON1[C@@H]2CC[C@H](N(C1=O)C2)C(=O)NNC(=O)C2=CC=C(CNC(OC(C)(C)C)=O)C=C2 |r| tert-Butyl {4-[(2-{[(2SR,5RS)-6-hydroxy-7-oxo-1,6-diazabicyclo[3.2.1]oct-2-yl]carbonyl}hydrazinyl)carbonyl]benzyl}carbamate